4-acetyloxy-9H-thioxanthen-9-one C(C)(=O)OC1=CC=CC=2C(C3=CC=CC=C3SC12)=O